FC=1C(=NC=C(C1)F)CNC(=O)C1=CN=C(S1)N1CCC(CC1)N1C[C@@H](CCC1)COC |r| rac-N-[(3,5-Difluoropyridin-2-yl)methyl]-2-[3-(methoxymethyl)[1,4'-bipiperidin]-1'-yl]-1,3-thiazole-5-carboxamide